ClC1=CC(=C(C=C1)/C=C/C(=O)N[C@H](C(=O)NC(C[C@H]1C(NCC1)=O)C(C(=O)NCC)=O)CC(C)(C)C)F (2S)-2-((E)-3-(4-Chloro-2-fluorophenyl)acrylamido)-N-(4-(ethylamino)-3,4-dioxo-1-((S)-2-oxopyrrolidin-3-yl)butan-2-yl)-4,4-dimethylpentanamid